OC1=C(C=C2C(C=C(OC2=C1)C1=C(C=CC=C1)O)=O)OC 7,2'-dihydroxy-6-methoxyflavone